2-(2-Chloro-4-hydroxyphenyl)-N-[4-(4-cyano-1H-pyrazol-1-yl)-3-sulfamoylphenyl]acetamide ClC1=C(C=CC(=C1)O)CC(=O)NC1=CC(=C(C=C1)N1N=CC(=C1)C#N)S(N)(=O)=O